3-tert-Butoxy-azetidine-1-carboxylic acid {(R)-2-[2-(1-methyl-1H-pyrazol-4-yl)-3H-imidazo[4,5-b]pyridin-7-yl]-6,7,8,9-tetrahydro-5H-benzocyclohepten-5-yl}-amide CN1N=CC(=C1)C1=NC=2C(=NC=CC2C=2C=CC3=C(CCCC[C@H]3NC(=O)N3CC(C3)OC(C)(C)C)C2)N1